(R)-2-(1,5-Dimethyl-3-phenyl-1H-pyrrol-2-yl)-2-oxo-N-(3-(5-vinylpyrimidine-2-yl)-1,2,3,4,4a,5-hexahydrobenzo[b]pyrazino[1,2-d][1,4]oxazin-8-yl)acetamide CN1C(=C(C=C1C)C1=CC=CC=C1)C(C(=O)NC=1C=CC2=C(OC[C@@H]3N2CCN(C3)C3=NC=C(C=N3)C=C)C1)=O